8-{6,6-difluorospiro[3.3]heptan-2-yl}-2,3-dimethyl-6-[(2S)-2-(1-methyl-1H-pyrazol-4-yl)morpholin-4-yl]-3H,4H-pyrimido[5,4-d][1,3]diazin-4-one FC1(CC2(CC(C2)C2=NC(=NC3=C2N=C(N(C3=O)C)C)N3C[C@@H](OCC3)C=3C=NN(C3)C)C1)F